C(C)N(C1=C(C=C(C=C1)NC1=CC=C(CNC(=O)C2CNC(C2)=O)C=C1)C)CC N-(4-((4-(diethylamino)-3-methylphenyl)amino)benzyl)-5-oxopyrrolidine-3-carboxamide